C(C)(=O)N(N(C(=O)C1=CC=2C3=C(C(=NC2C=C1)N)C=NN3C)CC3=NN1C(C=C(C=C1)Cl)=C3)C N'-acetyl-4-amino-N-((5-chloropyrazolo[1,5-a]pyridin-2-yl)methyl)-N',1-dimethyl-1H-pyrazolo[4,3-c]quinoline-8-carbohydrazide